OC1=C(C(=O)O)C=CC(=C1)N(S(=O)(=O)C1=CC=C(C=C1)C)CC(C)C 2-hydroxy-4-(N-isobutyl-4-methylphenylsulfonamido)benzoic acid